NC1=C(C=C(C=C1)CCN1[C@H](O[C@@H](C1=O)C)C=1C(=NN(C1)C1=CC=C(C=C1)Br)C1=CC=C(C=C1)F)Cl (2r,5r)-3-(4-amino-3-chlorophenyl-ethyl)-2-(1-(4-bromophenyl)-3-(4-fluorophenyl)-1H-pyrazol-4-yl)-5-methyl-oxazolidin-4-one